7-(4-bromo-3-chloro-benzoyl)-N-[[2-fluoro-4-(oxetan-3-yloxy)phenyl]methyl]-3-oxo-2-[4-(2,2,2-trifluoroethoxy)phenyl]-6,8-dihydro-5H-imidazo[1,5-a]pyrazine-1-carboxamide BrC1=C(C=C(C(=O)N2CC=3N(CC2)C(N(C3C(=O)NCC3=C(C=C(C=C3)OC3COC3)F)C3=CC=C(C=C3)OCC(F)(F)F)=O)C=C1)Cl